ClC1=CC=C(CN2[C@@]3(CCN(C3)C3=CC(NC=C3)=O)C(N(CC2=O)C(C)C)=O)C=C1 (R)-6-(4-chlorobenzyl)-9-isopropyl-2-(2-oxo-1,2-dihydropyridin-4-yl)-2,6,9-triazaspiro[4.5]decane-7,10-dione